tert-butyl (S)-(1-(6-(3-(4-(5-cyclopropylpyridin-3-yl)-1H-1,2,3-triazol-1-yl)oxetan-3-yl)pyridin-3-yl)piperidin-3-yl)carbamate C1(CC1)C=1C=C(C=NC1)C=1N=NN(C1)C1(COC1)C1=CC=C(C=N1)N1C[C@H](CCC1)NC(OC(C)(C)C)=O